C(C)(C)(C)OC(NC1=C2C(=CN(C2=CC(=C1)Cl)C#C[Si](C(C)C)(C(C)C)C(C)C)C=1C=NN(C1)C1OCCCC1)=O.C1=CC=CC=2C3=CC(=CC=C3C12)C1=CC=C(C=C1C(=O)N)C(=O)N 6-biphenyleneisophthalamide tert-Butyl-N-[6-chloro-3-(1-tetrahydropyran-2-ylpyrazol-4-yl)-1-(2-triisopropylsilylethynyl)indol-4-yl]carbamate